2-[2-(2,6-dioxopiperidin-3-yl)-1-oxo-2,3-dihydro-1H-isoindol-5-yl]quinoline-6-carboxylic acid methyl ester COC(=O)C=1C=C2C=CC(=NC2=CC1)C=1C=C2CN(C(C2=CC1)=O)C1C(NC(CC1)=O)=O